4,6-dichloro-1-[(2,2-dimethyl-1,3-dioxan-5-yl)methyl]-1H-pyrazolo[4,3-c]pyridine ClC1=NC(=CC2=C1C=NN2CC2COC(OC2)(C)C)Cl